1-(2,6-dioxopiperidin-3-yl)-3-methyl-2-oxo-2,3-dihydro-1H-benzo[d]imidazole-5-Formaldehyde O=C1NC(CCC1N1C(N(C2=C1C=CC(=C2)C=O)C)=O)=O